OC1=C(C=CC(=C1)\C=C\C(C1=CC=CC=C1)=O)NS(=O)(=O)C1=CC=C(C=C1)C N-[2-Hydroxy-4-[(E)-3-oxo-3-phenylprop-1-enyl]phenyl]-4-methylbenzenesulfonamide